3,6-bis(4-tert-butylphenyl)fluorene C(C)(C)(C)C1=CC=C(C=C1)C=1C=CC=2CC3=CC=C(C=C3C2C1)C1=CC=C(C=C1)C(C)(C)C